C(C)OC([C@@H](N)C)=O L-Alanine ethyl ester